(5-((2-(bis(tert-butoxycarbonyl)amino)-2-oxoethyl)methyl)-2,2-dimethyl-1,3-dioxan-5-yl)methyl 2-(dioctylamino)-1,1-difluoro-2-oxoethane-1-sulfonate C(CCCCCCC)N(C(C(S(=O)(=O)OCC1(COC(OC1)(C)C)CCC(=O)N(C(=O)OC(C)(C)C)C(=O)OC(C)(C)C)(F)F)=O)CCCCCCCC